OC1=CC=C2[C@H]([C@H](OCC2=C1)C1=C(C=CC=C1)C(C)C)C1=CC=C(C=C1)N1CCC(CC1)CN1CCN(CC1)C=1C=C2CN(C(C2=CC1)=O)[C@@H]1C(NC(CC1)=O)=O (S)-3-(5-(4-((1-(4-((3S,4R)-7-hydroxy-3-(2-isopropylphenyl)isochroman-4-yl)phenyl)piperidin-4-yl)methyl)piperazin-1-yl)-1-oxoisoindolin-2-yl)piperidine-2,6-dione